FC(OC1=CC=CC=2C(N([C@H]3C=4N([C@@H](C21)C3)C3=C(N4)C=CC(=C3)C#CC[Si](C)(C)C)C([2H])([2H])[2H])=O)F (7R,14R)-1-(difluoromethoxy)-6-(methyl-d3)-11-(3-(trimethylsilyl)prop-1-yn-1-yl)-6,7-dihydro-7,14-methanobenzo[f]benzo[4,5]imidazo[1,2-a][1,4]diazocin-5(14H)-one